CN(CCOC1=C(NCC2=CC=C(C=C2)OC)C=CC=C1[N+](=O)[O-])C 2-(2-(dimethylamino)ethoxy)-N-(4-methoxybenzyl)-3-nitroaniline